CC1=C(C2=C(N=N1)SC1=C2N=CN=C1NCC1=C(C=C(C=C1)C(C)(CC)O)F)C 2-[4-[[(3,4-dimethylpyrimidino[4',5':4,5]thieno[2,3-c]pyridazin-8-yl)amino]methyl]-3-fluoro-phenyl]butan-2-ol